2-[(2,4-dichlorophenyl)meth-ylamino]-5-(2-phenylethyl)-4H-[1,2,4]triazolo[1,5-a]-pyrimidin-7-one ClC1=C(C=CC(=C1)Cl)CNC1=NN2C(NC(=CC2=O)CCC2=CC=CC=C2)=N1